3-(N-(4-chloro-2-(piperidin-1-yl)-5-(tetrazol-1-yl)phenyl)sulfamoyl)-4-cyclopropylbenzoic acid ClC1=CC(=C(C=C1N1N=NN=C1)NS(=O)(=O)C=1C=C(C(=O)O)C=CC1C1CC1)N1CCCCC1